2-[2-(difluoromethoxy)-3-pyridyl]-7-methyl-9-[[4-[1-methyl-4-(trifluoromethyl)imidazol-2-yl]phenyl]methyl]purin-8-imine FC(OC1=NC=CC=C1C1=NC=C2N(C(N(C2=N1)CC1=CC=C(C=C1)C=1N(C=C(N1)C(F)(F)F)C)=N)C)F